N-(4-amino-1H-pyrazolo[4,3-c]pyridin-7-yl)-N'-[[3-methyl-5-(trifluoromethyl)-2-pyridyl]methyl]-N'-(pyrimidin-2-ylmethyl)oxamide NC1=NC=C(C2=C1C=NN2)NC(=O)C(=O)N(CC2=NC=CC=N2)CC2=NC=C(C=C2C)C(F)(F)F